(R)-2-(2,4-bis(trifluoromethyl)phenyl)-N-(1-hydroxybutan-2-yl)-4-methoxyquinoline-7-carboxamide FC(C1=C(C=CC(=C1)C(F)(F)F)C1=NC2=CC(=CC=C2C(=C1)OC)C(=O)N[C@@H](CO)CC)(F)F